3,6-dimethyl-morpholine-2,5-dione CC1NC(C(OC1=O)C)=O